[Mg].[Ca].ClC1=C(C=C(C(=C1)N(C1=CC(=CC=C1)C)C)C)N=CN(C)CC N'-{2-chloro-5-methyl-4-[methyl-(3-methylphenyl)amino]phenyl}-N-ethyl-N-methylimidoformamide Calcium-Magnesium